1-[(3S)-7-(ethylamino)-5-fluoro-3-methyl-2-oxo-dihydro-indol-3-yl]-N,4-diphenyl-piperidine-3-carboxamide C(C)NC=1C=C(CC2[C@](C(NC12)=O)(C)N1CC(C(CC1)C1=CC=CC=C1)C(=O)NC1=CC=CC=C1)F